CSC1=C(C(=O)O)C=C(C=N1)[N+](=O)[O-] 2-(Methylthio)-5-nitronicotinic acid